BrC1=C(C=C(C2=CN(N=C12)C(C(=O)OCC)C1=C2N(C=N1)CCC2)Cl)C2=CC=C(C=C2)N2CCOCC2 Ethyl 2-(7-bromo-4-chloro-6-(4-morpholinophenyl)-2H-indazol-2-yl)-2-(6,7-dihydro-5H-pyrrolo[1,2-c]imidazol-1-yl)acetate